C(C)C1=NC(=CC=C1N1C[C@H](CC(C1)(F)F)CC(=O)OC)C=1N=NN(C1COC1=CN(C=CC1=O)CCC)C methyl (S)-2-(1-(2-ethyl-6-(1-methyl-5-(((4-oxo-1-propyl-1,4-dihydropyridin-3-yl)oxy)methyl)-1H-1,2,3-triazol-4-yl)pyridin-3-yl)-5,5-difluoropiperidin-3-yl)acetate